2-Amino-1-(4-fluoro-3-methoxy-2,6-dimethylphenyl)-5-methyl-1H-pyrrolo[2,3-b]pyridine-3-carbonitrile NC1=C(C=2C(=NC=C(C2)C)N1C1=C(C(=C(C=C1C)F)OC)C)C#N